tert-Butyl 7-aminoindoline-1-carboxylate NC=1C=CC=C2CCN(C12)C(=O)OC(C)(C)C